((1,2,3,5,6,7-hexahydro-s-indacen-4-yl)carbamoyl)-4,5,7,8-tetrahydropyrazolo[1,5-d][1,4]oxazepine-3-sulfonimidamide C1CCC2=C(C=3CCCC3C=C12)NC(=O)C1=NN2CCOCCC2=C1S(=O)(N)=N